FC=1C(=CC=C2C=NN(C12)C)C=1C=2C(=NN(C2C=CC1)CC(=O)NCC(=O)NCC(=O)OC(C)(C)C)C1CCN(CC1)C(CCC(C)=O)=O tert-butyl (2-(7'-fluoro-1'-methyl-3-(1-(4-oxopentanoyl)piperidin-4-yl)-1H,1'H-[4,6'-biindazol]-1-yl)acetyl)glycylglycinate